FC=1C(=C(C=CC1F)CC(=O)O)OC 3,4-Difluoro-2-methoxyphenylacetic acid